2-Methoxy-5-[[2-[(2S,5R)-5-methyl-2-(2-oxo-3,4-dihydro-1H-quinolin-6-yl)-1-piperidyl]-2-oxo-acetyl]amino]pyridine-3-carboxamide COC1=NC=C(C=C1C(=O)N)NC(C(=O)N1[C@@H](CC[C@H](C1)C)C=1C=C2CCC(NC2=CC1)=O)=O